(6S,8S)-8-benzyl-3-((3-methoxy-5-methylbenzyl)amino)-N-((6-methyl-1H-pyrrolo[3,2-c]pyridin-2-yl)methyl)-4-oxo-4,6,7,8-tetrahydropyrrolo[1,2-a]pyrazine-6-carboxamide C(C1=CC=CC=C1)[C@H]1C[C@H](N2C1=CN=C(C2=O)NCC2=CC(=CC(=C2)C)OC)C(=O)NCC2=CC=1C=NC(=CC1N2)C